2,3-dicyanoterephthalaldehyde C(#N)C1=C(C=O)C=CC(=C1C#N)C=O